ClC1=CN=C2N1C=C(C=C2C(=O)NC2=CC(=CC=C2)C2(CC(C2)CC#N)C2=NN=CN2C)CNCC2(CCCC2)C 3-chloro-N-(3-((1s,3s)-3-(cyanomethyl)-1-(4-methyl-4H-1,2,4-triazol-3-yl)cyclobutyl)phenyl)-6-((((1-methylcyclopentyl)methyl)amino)methyl)imidazo[1,2-a]pyridine-8-carboxamide